N[C@H](C(=O)N[C@H](C(=O)NC1=CC=C(C=C1)CO)CCCNC(=O)N)C(C)C (S)-2-((S)-2-amino-3-methylbutanamido)-N-(4-(hydroxymethyl)phenyl)-5-ureidopentanamide